(3R)-3-[[6-chloro-4-(trifluoromethyl)pyridazin-3-yl]amino]piperidine-1-carboxylic acid tert-butyl ester C(C)(C)(C)OC(=O)N1C[C@@H](CCC1)NC=1N=NC(=CC1C(F)(F)F)Cl